[La].[Ni].[Al] aluminum-nickel lanthanum